OC(=O)C(F)(F)F.O=C1N(CC2=CC(=CC=C12)CN1CCNCC1)C1C(NC(CC1)=O)=O 3-(1-oxo-5-(piperazin-1-ylmethyl)isoindolin-2-yl)piperidine-2,6-dione TFA salt